Cl.N1[C@H](CCCC1)CC(=O)N 2-[(2R)-piperidin-2-yl]acetamide hydrochloride